(R)-N-[trans-1-(5-bromo-3-fluoropyridin-2-yl)-3-cyano-3-methylcyclobutyl]-2-methyl-propane-2-sulfinamide BrC=1C=C(C(=NC1)C1(CC(C1)(C)C#N)N[S@](=O)C(C)(C)C)F